NC1=NOC2=NC(=CC(=C21)C2=CC=C(C=C2)NC(=O)NC2=C(C=C(C=C2)[N+](=O)[O-])C)C 1-(4-(3-amino-6-methylisoxazolo[5,4-b]pyridin-4-yl)phenyl)-3-(2-methyl-4-nitrophenyl)urea